C(C)(C)(C)OC(=O)N[C@H](C(=O)N1[C@@H](C[C@H](C1)OC1=NC2=CC(=CC=C2N=C1C(C)C)OC)C(=O)OC)C(C)(C)C Methyl (2S,4R)-1-((S)-2-((tert-butoxycarbonyl)amino)-3,3-dimethylbutanoyl)-4-((3-isopropyl-7-methoxyquinoxalin-2-yl)oxy)pyrrolidine-2-carboxylate